FC1=C(C(=O)NC2=C(C=CC(=C2)C=2OC(=NN2)C2=CN=CS2)F)C=CC=C1 2-Fluoro-N-(2-fluoro-5-(5-(thiazol-5-yl)-1,3,4-oxadiazol-2-yl)phenyl)benzamide